ClC=1C=CC(=NC1)[C@@]1(OC2=C(C=CC=C2C=C1)C1CCN(CC1)CC1=NC=2C(=NC(=CC2)C(=O)O)N1C[C@H]1OCC1)C ((4-((R)-2-(5-chloropyridin-2-yl)-2-methyl-2H-chromen-8-yl)piperidin-1-yl)methyl)-3-(((S)-oxetan-2-yl)methyl)-3H-imidazo[4,5-b]pyridine-5-carboxylic acid